3-(4-(7-(tert-butylcarbamoyl)-2H-indazol-2-yl)phenyl)piperidine-1-carboxylic acid C(C)(C)(C)NC(=O)C1=CC=CC2=CN(N=C12)C1=CC=C(C=C1)C1CN(CCC1)C(=O)O